CC1=CC2=C(SC=C2C#N)C=C1 5-methylbenzo[b]thiophene-3-carbonitrile